NC1=CC2=C(N(N=C2C(=C1C(=O)C1=C(C=CC(=C1)F)Cl)Br)C)C1(CN(C1)C(=O)OC(C)(C)C)O 2-methylpropan-2-yl 3-{5-amino-7-bromo-6-[(2-chloro-5-fluorophenyl)carbonyl]-2-methylindazol-3-yl}-3-hydroxyazetidine-1-carboxylate